1-fluoro-N-[(3R,4S)-4-fluoro-1-{(5S)-5-[5-methyl-3-(2,4,6-trifluorophenyl)pyridin-2-yl]-4,5-dihydro-1,2-oxazol-3-yl}pyrrolidin-3-yl]cyclopropane-1-sulfonamide FC1(CC1)S(=O)(=O)N[C@@H]1CN(C[C@@H]1F)C1=NO[C@@H](C1)C1=NC=C(C=C1C1=C(C=C(C=C1F)F)F)C